ClC=1C=C2OC=3C=C(C=CC3NC2=CC1)CNC(CN1CCN(CC1)C)=O N-((7-chloro-10H-phenoxazin-3-yl)methyl)-2-(4-methylpiperazin-1-yl)acetamide